FC1=C(C=CC=C1)C1=NC=CC(=C1)NC1=NC=NC2=CC(=C(C=C12)[N+](=O)[O-])O[C@H]1CNCC1 (R)-N-(2-(2-fluorophenyl)pyridine-4-yl)-6-nitro-7-(pyrrolidin-3-oxy)quinazolin-4-amine